2,2'-ethylenebis(4-methyl-6-cyclohexylphenol) C(CC1=C(C(=CC(=C1)C)C1CCCCC1)O)C1=C(C(=CC(=C1)C)C1CCCCC1)O